ClC1=NC(=C(C(=N1)N[C@@H]1[C@H](C2CCC1CC2)C(=O)OCC)F)C2=CN=NS2 (2S,3S)-ethyl 3-((2-chloro-5-fluoro-6-(1,2,3-thiadiazol-5-yl)pyrimidin-4-yl) amino)bicyclo[2.2.2]octane-2-carboxylate